N-methylpent-4-en-2-amine CNC(C)CC=C